[Li+].ClC=1C=CC2=C(N(C3=C(CC2)C=CC=C3)CCCCN(C/C=C/C(=O)[O-])C)C1 (E)-4-[4-(3-Chloro-10,11-dihydro-5H-dibenzo[b,f]azepin-5-yl)butyl-methyl-amino]but-2-enoic acid lithium salt